1-(6-bromo-1-methyl-1H-indazol-3-yl)pyrimidine-2,4(1H,3H)-dione methyl-3,3-dimethoxypropionate COC(CC(OC)OC)=O.BrC1=CC=C2C(=NN(C2=C1)C)N1C(NC(C=C1)=O)=O